C(C1=CC=CC=C1)N1N=CC(=C1)CN1CCC(CC1)SCC1=NC2=C(C=CC=C2C(N1)=O)C 2-(((1-((1-Benzyl-1H-pyrazol-4-yl)methyl)piperidin-4-yl)thio)methyl)-8-methylquinazolin-4(3H)-one